[1,2,4]thiadiazine S1NC=NC=C1